C(CCCCCCCCCCC)OS(=O)(=O)C1=CC=CC=C1.[Ca] calcium dodecylbenzenesulphonate